S(=O)(=O)(O)C1=CC=CC=C1 besylic acid